4-(5-acetyl-2-(4-fluorophenyl)-4,5,6,7-tetrahydropyrazolo[1,5-a]pyrazin-3-yl)-1,3-dihydro-2H-pyrrolo[2,3-b]pyridin-2-one C(C)(=O)N1CC=2N(CC1)N=C(C2C2=C1C(=NC=C2)NC(C1)=O)C1=CC=C(C=C1)F